C(CCCCCCCCCC(C)C)OC(CCCCC(=O)OCCCCCCCCCCC(C)C)=O.C1(CC1)[C@@H]1CNC[C@@H](O1)C=1C=NN(C1)COC (2R,6S)-2-cyclopropyl-6-[1-(methoxymethyl)pyrazol-4-yl]morpholine diisotridecyl-adipate